ClC1=CC=C2[C@@]3(C(NC2=C1)=O)C1(N[C@H]([C@@H]3C3=C(C(=CC=C3)Cl)F)C(=O)O)CCCCC1 (3'R,4'S,5'R)-6''-chloro-4'-(3-chloro-2-fluorophenyl)-2''-oxodispiro[cyclohexane-1,2'-pyrrolidine-3',3''-indoline]-5'-carboxylic acid